NC1=NC=CC=C1C1=NC=2C(=NC(=CC2)C=2N(C(C=CC2)=O)C)N1C1=CC=C(C(=O)OC)C=C1 methyl 4-(2-(2-aminopyridin-3-yl)-5-(1-methyl-6-oxo-1,6-dihydropyridin-2-yl)-3H-imidazo[4,5-b]pyridin-3-yl)benzoate